n-hexyl n-propionate CCCCCCOC(=O)CC